ethyl pipecolate N1C(CCCC1)C(=O)OCC